3,6-dichloro-4-(pyridin-4-yl)pyridazine ClC=1N=NC(=CC1C1=CC=NC=C1)Cl